(E)-2-(2-(dimethylamino)vinyl)-5-nitrobenzonitrile CN(/C=C/C1=C(C#N)C=C(C=C1)[N+](=O)[O-])C